C(CCCCCCCCCCCCCCCCCCC)(N)(N)N icosanetriamine